3-(2-(trifluoromethyl)pyridin-4-yl)cyclobutan-1-amine FC(C1=NC=CC(=C1)C1CC(C1)N)(F)F